6-[(6-aminopyrimidin-4-yl)amino]-8-chloro-3-(3-fluorophenyl)-3-methyl-2H-imidazo[1,5-a]pyridine-1,5-dione NC1=CC(=NC=N1)NC1=CC(=C2N(C1=O)C(NC2=O)(C)C2=CC(=CC=C2)F)Cl